1-(5-((3',5'-dichloro-5-(morpholinomethyl)-[1,1'-biphenyl]-3-yl)oxy)pyridin-2-yl)ethane-1,2-diamine ClC=1C=C(C=C(C1)Cl)C1=CC(=CC(=C1)CN1CCOCC1)OC=1C=CC(=NC1)C(CN)N